ClC=1C=C(C=C(C1OC=1C=C2C(CC(NC2=CC1)=O)(C)C)Cl)OC(=O)C=1C(NC(NN1)=O)=O [3,5-dichloro-4-[(4,4-dimethyl-2-oxo-1,3-dihydroquinolin-6-yl)oxy]phenyl]-3,5-dioxo-1,2,4-triazine-6-carboxylic acid